4-(1H-benzo[d]imidazol-2-yl)-N-(1-(4-methylpiperazine-1-carbonyl)piperidin-4-yl)benzenesulfonamide N1C(=NC2=C1C=CC=C2)C2=CC=C(C=C2)S(=O)(=O)NC2CCN(CC2)C(=O)N2CCN(CC2)C